[Cl-].[Cl-].C(C1=CC=CC=C1)[NH+](C)C.C(C1=CC=CC=C1)[NH+](C)C N-benzyl-N,N-dimethyl-ammonium dichloride